5-methyl-1-(1-((4'-(methylsulfonyl)-[1,1'-biphenyl]-4-yl)methyl)-3-(1,2,3,6-tetrahydropyridin-4-yl)-1H-indol-5-yl)-1H-pyrazole-3-carboxamide CC1=CC(=NN1C=1C=C2C(=CN(C2=CC1)CC1=CC=C(C=C1)C1=CC=C(C=C1)S(=O)(=O)C)C=1CCNCC1)C(=O)N